2-(5-Fluoro-2-oxo-spiro[benzofuran-3,1'-cyclopropane]-6-yl)acetic acid FC=1C(=CC2=C(C1)C1(CC1)C(O2)=O)CC(=O)O